C(C)(C)(C)OC(=O)N[C@@H]1C(N(C2=C(N(CC1)CCN1CC3(CN(C3)C(=O)OCC3=CC=CC=C3)C1)C=C(C=C2)Cl)C)=O benzyl (S)-6-(2-(4-((tert-butoxycarbonyl)amino)-9-chloro-6-methyl-5-oxo-3,4,5,6-tetrahydrobenzo[b][1,4]diazocin-1(2H)-yl)ethyl)-2,6-diazaspiro[3.3]heptane-2-carboxylate